C(C)OC(CC1CCC(CC1)C1=CC=C(C(=O)OCCCC)C=C1)=O butyl 4-(4-(2-ethoxy-2-oxoethyl)cyclohexyl)benzoate